CC(C=C)CCC 3-Methyl-1-hexene